((1-(4-fluorobenzoyl)-3-(((6-methoxynaphthalen-2-yl)oxy)methyl)azetidine-3-carbonyl)oxy)methyl 1-methyl-1,4-dihydropyridine-3-carboxylate CN1C=C(CC=C1)C(=O)OCOC(=O)C1(CN(C1)C(C1=CC=C(C=C1)F)=O)COC1=CC2=CC=C(C=C2C=C1)OC